CC(C)(C)OC(=O)N1CC[C@H](C1)CC(=O)O (S)-N-BOC-3-pyrrolidineacetic acid